ClC=1C(=C2C=NNC2=C(C1F)CC(C)C)C=1N=CC=2N(C1)C=C(N2)NC(=O)[C@H]2[C@H](C2)F (1S,2S)-N-(6-(5-chloro-6-fluoro-7-isobutyl-1H-indazol-4-yl)imidazo[1,2-a]pyrazin-2-yl)-2-fluorocyclopropane-1-carboxamide